OC1=C(C(=NN1C)C)C(=O)C1=C(C=C(C=C1)C(F)(F)F)S(=O)(=O)C 5-hydroxy-1,3-dimethylpyrazol-4-yl-(2-methanesulfonyl-4-trifluoromethylphenyl)methanone